1-Heptyl-1-propylpiperidinium cyanid [C-]#N.C(CCCCCC)[N+]1(CCCCC1)CCC